2-fluoro-5-(trifluoromethoxy)pyridine FC1=NC=C(C=C1)OC(F)(F)F